5-Amino-3-(4-(2-((3-(cyclopropylmethyl)isoxazol-5-yl)amino)-2-oxoethyl)phenyl)-1-isopropyl-1H-pyrazole-4-carboxamide NC1=C(C(=NN1C(C)C)C1=CC=C(C=C1)CC(=O)NC1=CC(=NO1)CC1CC1)C(=O)N